CC=1C=C(C=C(C1OCCC)C)C=1C=C2CC(C(C2=CC1OC)NC(O[C@@H]1CN2CCC1CC2)=O)(C)C (S)-quinuclidin-3-yl (5-(3,5-dimethyl-4-propoxyphenyl)-6-methoxy-2,2-dimethyl-2,3-dihydro-1H-inden-1-yl)carbamate